(S)-4-(difluoromethyl)-2-((4,4-difluoropyrrolidin-3-yl)oxy)-5-fluoropyridine FC(C1=CC(=NC=C1F)O[C@H]1CNCC1(F)F)F